N-ethyl-pyrrolidon sodium ketomalonate O=C(C(=O)[O-])C(=O)[O-].[Na+].C(C)N1C(CCC1)=O.[Na+]